methyl (3-((((1S,2S)-2-aminocyclopentyl)oxy)methyl)benzoyl)glycinate N[C@@H]1[C@H](CCC1)OCC=1C=C(C(=O)NCC(=O)OC)C=CC1